CC(CCC)(C)OOC(C(=O)[O-])(CCCC)CC 1,1-dimethylbutylperoxy-2-ethylhexanoate